C(C)C1=C(C=CC(=C1C=1N=CN(C1)C)NCC1=CC=C(C=C1)C(F)(F)F)S(=O)(=O)N ethyl-3-(1-methylimidazol-4-yl)-4-[[4-(trifluoromethyl)phenyl]methylamino]benzenesulfonamide